ethyl 6-tert-butyl-10-methoxy-9-[2-(methoxymethyl)thiazol-5-yl]-2-oxo-6,7-dihydro-2H-pyrido[2,1-a]isoquinoline-3-carboxylate C(C)(C)(C)C1N2C(C3=CC(=C(C=C3C1)C1=CN=C(S1)COC)OC)=CC(C(=C2)C(=O)OCC)=O